O[C@@H](CC(=O)O)CN (S)-β-hydroxy-γ-aminobutyric acid